NC1=CC2=CN(N=C2C=C1C(C)(C)O)C1CCN(CC1)C(=O)OC(C)(C)C tert-butyl 4-(5-amino-6-(2-hydroxypropan-2-yl)-2H-indazol-2-yl)piperidine-1-carboxylate